5,5'''-Dimethyl-2,2':5',2'':5'',2'''-quaterthiophene CC1=CC=C(S1)C=1SC(=CC1)C=1SC(=CC1)C=1SC(=CC1)C